C[Zr-6](C1C(=CC2=C(C=3CCCC3C=C12)C1=CC=CC=C1)CCCC)(C1C=C(C=C1)CCCC)(=[SiH2])(=[SiH2])(C)(C)C tetramethyldisilylene(3-n-butyl-cyclopentadienyl)(2-n-butyl-4-phenyl-1,5,6,7-tetrahydro-s-indacenyl)zirconium (IV)